ClC1=C(C(=NC=C1)C(=O)[O-])C.[Zn+2].ClC1=C(C(=NC=C1)C(=O)[O-])C zinc chloro-methyl-pyridinecarboxylate